C(CC(=O)O)[C@@H](C(=O)N[C@@H](CCC(=O)N)C(=O)O)N The molecule is a dipeptide obtained by formal condensation of the carboxy group of L-glutamic acid with the amino group of L-glutamine. It derives from a L-glutamic acid and a L-glutamine.